tert-butyl 14-(((5r,8r)-4-(benzyloxy)-3-mesityl-2-oxo-1-oxaspiro[4.5]dec-3-en-8-yl)oxy)-3,6,9,12-tetraoxatetradecan-1-oate C(C1=CC=CC=C1)OC1=C(C(OC12CCC(CC2)OCCOCCOCCOCCOCC(=O)OC(C)(C)C)=O)C2=C(C=C(C=C2C)C)C